NC1(CC1)CN1N=NC2=C1C(=C1C(=C2F)CC(C1)CN1CCC2(CN(C(O2)=O)C2=NC3=C(OCC(N3)=O)N=C2)CC1)F 6-[8-[[1-[(1-aminocyclopropyl)methyl]-4,8-difluoro-6,7-dihydro-5H-cyclopenta[f]benzotriazol-6-yl]methyl]-2-oxo-1-oxa-3,8-diazaspiro[4.5]decan-3-yl]-4H-pyrazino[2,3-b][1,4]oxazin-3-one